6-cyano-3-(methoxycarbonyl)-9H-pyrido[2,3-b]indole 1-oxide C(#N)C=1C=C2C=3C(NC2=CC1)=[N+](C=C(C3)C(=O)OC)[O-]